CC(=CCC/C(=C/CC/C(=C/CC/C(=C\\CC/C(=C\\CC/C(=C\\CC/C(=C\\CC/C(=C\\CC/C(=C\\CC/C(=C\\CC/C(=C\\COP(=O)([O-])OP(=O)([O-])O[C@@H]1[C@@H]([C@H]([C@H]([C@H](O1)CO)O)O)NC(=O)C)/C)/C)/C)/C)/C)/C)/C)/C)/C)/C)C The molecule is an organophosphate oxoanion resulting from the removal of two protons from the diphosphate group of N-acetyl-alpha-D-galactosaminyl-1-diphospho-ditrans,polycis-undecaprenol. It is a conjugate base of a N-acetyl-alpha-D-galactosaminyl-1-diphospho-ditrans,polycis-undecaprenol.